1,1-diethoxyhexane C(C)OC(CCCCC)OCC